F\C=C\1/CC2CCCN2C1 (E)-2-(fluoromethylene)tetrahydro-1H-pyrrolizine